N,N-dimethyl-amino alcohol CN(C)O